NN(CCCNC(N)=N)C(=O)O azaarginine